FC(C=1C=C(OCC23CC(C2)(C3)C(C(=O)N)=C)C=CC1)(F)F (3-((3-(trifluoromethyl)phenoxy)methyl)bicyclo[1.1.1]pentan-1-yl)acrylamide